NC(C(=O)O)CSS(=O)(=O)O 2-amino-3-(hydroxysulfonylthio)propionic acid